(2S,3S,4R,5R)-5-(6-((3-chlorobenzyl)amino)-2-(pyridin-3-yl)-9H-purin-9-yl)-3,4-dihydroxyl-N-methyltetrahydrofuran-2-carboxamide ClC=1C=C(CNC2=C3N=CN(C3=NC(=N2)C=2C=NC=CC2)[C@H]2[C@@H]([C@@H]([C@H](O2)C(=O)NC)O)O)C=CC1